8H-spiro[indolizine-5,4'-pyrane] O1C=CC2(C=C1)N1C=CC=C1CC=C2